C(C)O[Si](CCCNC(C=1C(C(=O)O)=CC=CC1)=O)(OCC)OCC N-[3-(triethoxysilyl)propyl]phthalic acid amide